C1=NC=CC2=C1CC(C2)C(=O)N 6,7-dihydro-5H-cyclopenta[c]pyridine-6-carboxamide